CN(CCCOC1=C(C=C(C=N1)C1=CC=2C3=C(C=NC2C=C1)N(C(C31CCC1)=O)C)NS(N(C)CC)(=O)=O)C 8'-{6-[3-(Dimethylamino)propoxy]-5-{[ethyl(methyl)sulfamoyl]amino}pyridin-3-yl}-3'-Methyl-2',3'-dihydrospiro[cyclobutane-1,1'-pyrrolo[2,3-c]quinoline]-2'-one